methyl (E)-2-[2-(3,5-dimethyl-benzoyl) pyrrol-1-yl]-3-methoxyacrylate CC=1C=C(C(=O)C=2N(C=CC2)\C(\C(=O)OC)=C\OC)C=C(C1)C